CC1=CC=C(C2=CC=CC=C12)C(=O)N 4-methyl-1-naphthamide